C1(CC1)C1=C(C=C(CN2C[C@@H](NCC2)C2=C(C=CC=C2)OC(C)C)C=C1)OC (S)-1-(4-cyclopropyl-3-methoxybenzyl)-3-(2-isopropoxyphenyl)piperazine